ClC=1C=NC(=C(C(=O)NC2CCC(CC2)CN2C(N(C3=C2C=CC=C3)C=3C=CC(=NC3)C(=O)NC)=O)C1)COC 5-(3-(((1r,4r)-4-(5-chloro-2-(methoxymethyl)nicotinamido)cyclohexyl)methyl)-2-oxo-2,3-dihydro-1H-benzo[d]imidazol-1-yl)-N-methylpicolinamide